(S)-8-((4-fluorobenzyl)oxy)-5-(1-hydroxy-2-methoxyethyl)quinolin-2(1H)-one FC1=CC=C(COC=2C=CC(=C3C=CC(NC23)=O)[C@@H](COC)O)C=C1